OC(CN(CCCC(=O)OCCN1CCN(CC1)CCSSCCCCN(CC(CCCCCCCCCCCC)O)CC(CCCCCCCCCCCC)O)CC(CCCCCC\C=C/C\C=C/CCCCC)O)CCCCCC\C=C/C\C=C/CCCCC 2-(4-(2-((4-(Bis(2-hydroxytetradecyl)amino)butyl)disulfaneyl)ethyl)piperazin-1-yl)ethyl 4-(bis((9Z,12Z)-2-hydroxyoctadeca-9,12-dien-1-yl)amino)butanoate